4,4'-[(4-hydroxyphenyl)methylene]bis(2,6-dimethylphenol) OC1=CC=C(C=C1)C(C1=CC(=C(C(=C1)C)O)C)C1=CC(=C(C(=C1)C)O)C